P(O)(=O)(OP(=O)(O)OP(=O)(O)O)OC[C@@H]1[C@H]([C@H]([C@@H](O1)N1C(=O)NC(=O)C(=C1)OC)O)O 5-methoxyuridine 5'-triphosphate